tert-butyl 4-[4-[[4-(5-acetyl-3-iodo-6,7-dihydro-4H-pyrazolo[4,3-c]pyridin-1-yl)cyclohexyl] amino]-1-piperidyl]benzoate C(C)(=O)N1CC2=C(CC1)N(N=C2I)C2CCC(CC2)NC2CCN(CC2)C2=CC=C(C(=O)OC(C)(C)C)C=C2